hydroxyterephthalonitrile OC1=C(C#N)C=CC(=C1)C#N